FC=1C=C(C=CC1)C=1C(=NN(C1C(=O)O)C=1SC(=C(N1)C1=CC=C(C=C1)C(F)(F)F)C1=CC=C(C=C1)N(C(COC)=O)C)C 4-(3-fluorophenyl)-1-(5-(4-(2-methoxy-N-methylacetamido)phenyl)-4-(4-(trifluoromethyl)phenyl)thiazol-2-yl)-3-methyl-1H-pyrazole-5-carboxylic acid